tert-Butyl (R)-4-(4-formyl-1H-pyrazol-1-yl)-2,2-dimethylpiperidine-1-carboxylate C(=O)C=1C=NN(C1)[C@H]1CC(N(CC1)C(=O)OC(C)(C)C)(C)C